ClC1=C(C(=O)N2COC3=C(C2)C=CC=C3C3=CC(=C(C(=O)O)C=C3F)N3C2COCC3CC2)C(=CC(=C1)C1=CC=2C(N=C1)=NN(N2)C)Cl 4-[3-[2,6-Dichloro-4-(2-methyltriazolo[4,5-b]pyridin-6-yl)benzoyl]-2,4-dihydro-1,3-benzoxazin-8-yl]-5-fluoro-2-(3-oxa-8-azabicyclo[3.2.1]octan-8-yl)benzoic acid